NC1=C(C=C(C(=O)OC)C=C1NC[C@H]1OCC1)OCCN(C)C Methyl 4-amino-3-[2-(dimethylamino)ethoxy]-5-[[(2S)-oxetan-2-yl]methylamino]benzoate